4,4-difluoro-piperidine-2-carboxamide FC1(CC(NCC1)C(=O)N)F